tert-butyl (6S)-6-(((2S)-4-(benzylamino)-3-hydroxy-4-oxo-1-(pyridin-3-yl)butan-2-yl)carbamoyl)-5-azaspiro[2.4]heptane-5-carboxylate C(C1=CC=CC=C1)NC(C([C@H](CC=1C=NC=CC1)NC(=O)[C@H]1N(CC2(CC2)C1)C(=O)OC(C)(C)C)O)=O